2-((1S,2S)-2-aminocyclohexyl)-5-chloro-3-(prop-1-yn-1-yl)-N-(thiophen-2-ylmethyl)thieno[3,2-b]pyridin-7-amine N[C@@H]1[C@H](CCCC1)C1=C(C2=NC(=CC(=C2S1)NCC=1SC=CC1)Cl)C#CC